(2S,7R)-N-((S)-1-cyano-2-(4-(3-methyl-2-oxo-2,3-dihydrobenzo[d]oxazol-5-yl)phenyl)ethyl)-7-hydroxy-1,4-oxazocane-2-carboxamide C(#N)[C@H](CC1=CC=C(C=C1)C=1C=CC2=C(N(C(O2)=O)C)C1)NC(=O)[C@H]1OC[C@@H](CCNC1)O